methyl-N-((S)-2-((t-butoxycarbonyl)amino)-3,3-dimethylbutyryl)-S-(methyl-d3)-L-cysteine CN([C@@H](CSC([2H])([2H])[2H])C(=O)O)C([C@H](C(C)(C)C)NC(=O)OC(C)(C)C)=O